C(C1=CC=CC=C1)NC(N(C=1C=NN(C1)C)[C@@H]1CC[C@H](CC1)NC1=NC=C(C(=N1)C1=NNC=C1Cl)C#N)=O 3-benzyl-1-(trans-4-((4-(4-chloro-1H-pyrazol-3-yl)-5-cyanopyrimidin-2-yl)amino)cyclohexyl)-1-(1-methyl-1H-pyrazol-4-yl)urea